C(C)N(CC)CC1=NSC(=N1)NC(=O)C1=COC(=C1)C1=CC(=CC=C1)OC N-(3-((diethylamino)methyl)-1,2,4-thiadiazol-5-yl)-5-(3-methoxyphenyl)furan-3-carboxamide